4-fluoro-1-fluorosulfonyl-1,2,3-triazole FC=1N=NN(C1)S(=O)(=O)F